[Na+].FS(=O)(=O)[N-]S(=O)(=O)C(F)(F)F fluorosulfonyl(trifluoromethylsulfonyl)amide sodium salt